2-methyl-N-((R)-8-azaspiro[4.5]Decan-1-yl)propane-2-sulfinamide CC(C)(C)S(=O)N[C@@H]1CCCC12CCNCC2